COC1=C(C=C(C=C1)C(F)(F)F)C1=C(C(=O)O)C=CN=C1 3-(2-methoxy-5-(trifluoromethyl)phenyl)isonicotinic acid